hexadecyl-di-n-propyl(3-trimethoxysilylpropyl)ammonium chloride [Cl-].C(CCCCCCCCCCCCCCC)[N+](CCC[Si](OC)(OC)OC)(CCC)CCC